NC1=C(C(=NN1C1CC(C2=CC=CC=C12)=O)C1=CC=C(C=C1)CNC(C1=C(C=CC=C1)OC)=O)C(=O)N 5-amino-3-[4-[[(2-methoxybenzoyl)amino]methyl]phenyl]-1-(3-oxoindan-1-yl)pyrazole-4-carboxamide